methyl 4-{[3-(4-{[(3R,4S)-3-fluoro-1-methylpiperidin-4-yl]amino}-1-(2,2,2-trifluoroethyl)-1H-indol-2-yl)prop-2-yn-1-yl]amino}-3-methoxybenzoate F[C@@H]1CN(CC[C@@H]1NC1=C2C=C(N(C2=CC=C1)CC(F)(F)F)C#CCNC1=C(C=C(C(=O)OC)C=C1)OC)C